BrCC1=CSC2=C1CC(CC2)NC(OC(C)(C)C)=O tert-butyl N-[3-(bromomethyl)-4,5,6,7-tetrahydrobenzothiophen-5-yl]carbamate